BrC1=CC=2N(C=C1)C(=CN2)C2=NC(=NC=C2C)NC2CCC(CC2)N N1-(4-(7-Bromoimidazo[1,2-a]pyridin-3-yl)-5-methylpyrimidin-2-yl)cyclohexane-1,4-diamine